FC1=C(C(=C(C(=C1[B-](C1=C(C(=C(C(=C1F)F)F)F)F)(C1=C(C(=C(C(=C1F)F)F)F)F)C1=C(C(=C(C(=C1F)F)F)F)F)F)F)F)F.C[NH+](CCCCCCCCCCCCCC)CCCCCCCCCCCCCC methyl-bis(tetradecyl)ammonium tetrakis(pentafluorophenyl)borate